4-(2-methyl-1H-imidazol-4-yl)-1-{[(2S)-5-oxopyrrolidin-2-yl]methoxy}-7-(propan-2-yloxy)isoquinoline-6-carboxamide CC=1NC=C(N1)C1=CN=C(C2=CC(=C(C=C12)C(=O)N)OC(C)C)OC[C@H]1NC(CC1)=O